NC1=NC=CC2=CC(=CC=C12)C=1C2=C(N=C(N1)N1[C@H]([C@@H](C1)O)C)CCC2 (2S,3R)-1-[4-(1-amino-6-isoquinolyl)-6,7-dihydro-5H-cyclopenta[d]pyrimidin-2-yl]-2-methyl-azetidin-3-ol